Cl.C1CC12NCCC(C2)C2=CC=C1C(=NN(C1=C2)C)N2C(NC(CC2)=O)=O 1-[6-(4-azaspiro[2.5]octan-7-yl)-1-methyl-indazol-3-yl]hexahydropyrimidine-2,4-dione hydrochloride